N-(prop-1-ene-1-yl)formamide ethyl-(R)-5-((5-oxopyrrolidin-3-yl)amino)-2-(trifluoromethyl)thiazole-4-carboxylate C(C)OC(=O)C=1N=C(SC1N[C@H]1CNC(C1)=O)C(F)(F)F.C(=CC)NC=O